COC=1C=C(C=CC1)C(CC(=O)NC)NC(=O)C1=CC=2N(C=C1)C=CN2 N-(1-(3-methoxyphenyl)-3-(methylamino)-3-oxopropyl)imidazo[1,2-a]pyridine-7-carboxamide